5-[5-(3,4,5-trichlorophenyl)-5-(trifluoromethyl)-4,5-dihydroisoxazol-3-yl]thiophene-2-carboxamide ClC=1C=C(C=C(C1Cl)Cl)C1(CC(=NO1)C1=CC=C(S1)C(=O)N)C(F)(F)F